5-(6-chloro-1,2,3,4-tetrahydronaphthalen-2-yl)-2-(2-fluorophenyl)-4,5,6,7-tetrahydro-3H-imidazo[4,5-c]pyridine ClC=1C=C2CCC(CC2=CC1)N1CC2=C(CC1)N=C(N2)C2=C(C=CC=C2)F